C(CC)OC1=CC=C(C(C(=O)O)=C1)O 5-propoxysalicylic acid